S1C(=NC2=C1C=CC=C2)NC2=C(C=C(N=N2)N(C=2SC(=C(N2)C(=O)OCC)C2CCN(CC2)C2=CC=CC=C2)C)C ethyl 2-({6-[(1,3-benzothiazol-2-yl) amino]-5-methylpyridazin-3-yl} (methyl) amino)-5-(1-phenylpiperidin-4-yl)-1,3-thiazole-4-carboxylate